6-methoxyquinoline-8-carboxamide COC=1C=C2C=CC=NC2=C(C1)C(=O)N